[Li+].[Li+].C(C)(C)C1CC(C(CC1)C(=O)[O-])C(=O)[O-] 4-isopropylcyclohexane-1,2-dicarboxylic acid, dilithium salt